ClC=1C=CC(=NC1)C=1C(=NC=CN1)C(C)=O 1-[3-(5-chloro-2-pyridyl)pyrazin-2-yl]ethanone